C(CCCCC=CCC)(=O)O Non-6-Enoic Acid